COC1=CC=C(CN(S(=O)(=O)[C@H](C(=O)N)CCC=C)CC2=CC=C(C=C2)OC)C=C1 (2S)-(N,N-BIS(4-METHOXYBENZYL)SULFAMOYL)HEX-5-ENAMIDE